N1CC(C1)CN1C(=NC=C1/C=C/C(=O)OCC)CN1CCC(CC1)C1=CC=CC=2OC(OC21)(C)C2=C(C=C(C=C2)Cl)F ethyl (E)-3-(1-(azetidin-3-ylmethyl)-2-((4-(2-(4-chloro-2-fluorophenyl)-2-methylbenzo[d][1,3]dioxol-4-yl)piperidin-1-yl)methyl)-1H-imidazol-5-yl)acrylate